2,6,10-trimethyl-2,6,10-pentadecatrien-14-one CC(C)=CCCC(=CCCC(=CCCC(C)=O)C)C